C(N)(=O)C1=CC(=C(C(=C1)[N+](=O)[O-])NCCCCNC1=C(C=C(C2=C1CC(O2)(C)C)C(=O)N)[N+](=O)[O-])OC 4-((4-((4-carbamoyl-2-methoxy-6-nitrophenyl)amino)butyl)amino)-2,2-dimethyl-5-nitro-2,3-dihydrobenzofuran-7-formamide